N-(2-(4-((3-((1H-pyrazol-4-yl)methyl)-5-(trifluoromethoxy)benzyl)amino)butoxy)ethyl)-6-(4H-1,2,4-triazol-4-yl)-1H-indazol-4-amine N1N=CC(=C1)CC=1C=C(CNCCCCOCCNC=2C=3C=NNC3C=C(C2)N2C=NN=C2)C=C(C1)OC(F)(F)F